Di-n-dodecylphosphinic acid C(CCCCCCCCCCC)P(O)(=O)CCCCCCCCCCCC